Cl.CC1=C(C(=CC(=C1)C)CC1=CC=NC=C1)O 2,4-dimethyl-6-(pyridin-4-ylmethyl)phenol hydrochloride